Dimethyl-cyclohexene (S)-quinuclidin-3-yl-(7-(2-chloro-5-methoxyphenyl)-4-methylchroman-4-yl)carbamate N12CC(C(CC1)CC2)N(C(O)=O)[C@]2(CCOC1=CC(=CC=C21)C2=C(C=CC(=C2)OC)Cl)C.CC2=C(CCCC2)C